C(C)(C)(C)OC(=O)N1[C@@H](COCC1)C=1OC(NN1)=O (S)-3-(5-oxo-4,5-dihydro-1,3,4-oxadiazol-2-yl)morpholine-4-carboxylic acid tert-butyl ester